C(C=C)(=O)O.C(C=C)(=O)O.C(C=C)(=O)O.C(C)OC(CC(CO)(CO)CO)(OCC)OCC triethoxytrimethylolpropane triacrylate